tert-butyl (2-(dimethylamino)-1-(4-(4-methylthiazol-5-yl)phenyl)ethyl)carbamate CN(CC(C1=CC=C(C=C1)C1=C(N=CS1)C)NC(OC(C)(C)C)=O)C